C(C)[C@@H]1C=C[C@@H](N2C(C=3N(N1C2)C=C(C(C3O)=O)C(=O)NCC3=C(C=C(C=C3F)F)F)=O)C (1S,2R,5S)-2-ethyl-8-hydroxy-5-methyl-7,9-dioxo-N-(2,4,6-trifluorobenzyl)-2,5,7,9-tetrahydro-1,6-methanopyrido[1,2-b][1,2,5]triazonine-10-carboxamide